COC=1C(=NC(=NC1NC1=CC=NC=C1)N1C[C@H](CCC1)O)C1=CC(=CC=C1)C1=NN(C=C1)C (S)-1-(5-methoxy-4-(3-(1-methyl-1H-pyrazol-3-yl)phenyl)-6-(pyridin-4-ylamino)pyrimidin-2-yl)piperidin-3-ol